OC(CC(=O)[O-])C.[Na+] Sodium Beta-Hydroxybutyrate